C(CCCCCCCCCCCCCCCC)C=1N=C(NC1)O heptadecyl-hydroxyimidazole